C(CCCCCCCCCCC)(=O)OC[C@@H](OC(CCCCCCCCCCC)=O)CO 1,2-Dilauroyl-sn-glycerol